CC=1C=CC(NC1)=O 5-methyl-2-oxo-1H-pyridin